3-(difluoromethyl)-N-[4'-(3-methoxy-3-methylbut-1-yn-1-yl)biphenyl-2-yl]-1-methyl-1H-pyrazol-4-carboxamide FC(C1=NN(C=C1C(=O)NC1=C(C=CC=C1)C1=CC=C(C=C1)C#CC(C)(C)OC)C)F